cyclohexane-1,2-diyl bis(diethylcarbamate) C(C)N(C(OC1C(CCCC1)OC(N(CC)CC)=O)=O)CC